NCC=1C(=NC(=NC1)SC)N1CC(CC1)CNC(OC(C)(C)C)=O tert-butyl N-[[1-[5-(aminomethyl)-2-methylsulfanyl-pyrimidin-4-yl] pyrrolidin-3-yl]methyl]carbamate